Racemic-6-(trifluoromethoxy)-2,3-dihydro-1H-inden-1-ol FC(OC1=CC=C2CC[C@H](C2=C1)O)(F)F |r|